(1S,5S,6S)-3-(7-(3-hydroxynaphthalen-1-yl)-2-(((S)-1-methylpyrrolidin-2-yl)methoxy)-5,6,7,8-tetrahydropyrido[3,4-d]pyrimidin-4-yl)-3,8-diazabicyclo[3.2.1]octan-6-ol OC=1C=C(C2=CC=CC=C2C1)N1CC=2N=C(N=C(C2CC1)N1C[C@@H]2C[C@@H]([C@H](C1)N2)O)OC[C@H]2N(CCC2)C